ClC1=C(C(=C(C=C1OC)OC)Cl)C1=CC2=C(N=C(N=C2)N[C@H]2[C@H](COC2)NC(C=C)=O)C(=N1)NCC1CC1 N-((3R,4S)-4-((6-(2,6-dichloro-3,5-dimethoxyphenyl)-8-(cyclopropylmethylamino)-pyrido[3,4-d]pyrimidin-2-yl)amino)-tetrahydrofuran-3-yl)acrylamide